(S)-N-(phenylsulfonyl)-6-(3-(2-(1-(trifluoromethyl)cyclopropyl)ethoxy)-1H-pyrazol-1-yl)-4-(2,2,4-trimethylpyrrolidin-1-yl)nicotinamide C1(=CC=CC=C1)S(=O)(=O)NC(C1=CN=C(C=C1N1C(C[C@@H](C1)C)(C)C)N1N=C(C=C1)OCCC1(CC1)C(F)(F)F)=O